[Cl-].[Cl-].C(=C)[Zr+2](C1C=CC=2CCCCC12)C1C=CC=2CCCCC12 rac-vinyl-bis-(4,5,6,7-tetrahydro-1-indenyl)zirconium dichloride